CN1N=NN=C1[C@H](C=1C=C(C=CC1)N1C(C2=CC(=CC(=C2C1)C(F)(F)F)CNC1(CCC1)C)=O)C1COC1 (S)-2-(3-((1-methyl-1H-tetrazol-5-yl)(oxetan-3-yl)methyl)phenyl)-6-(((1-methylcyclobutyl)amino)methyl)-4-(trifluoromethyl)isoindolin-1-one